2-(2-methoxy-4-nitrophenyl)-3-(4-nitrophenyl)-5-(2,4-disulfophenyl)-2H-tetrazolium, mono-sodium salt [Na+].COC1=C(C=CC(=C1)[N+](=O)[O-])N1[NH2+]C(=NN1C1=CC=C(C=C1)[N+](=O)[O-])C1=C(C=C(C=C1)S(=O)(=O)O)S(=O)(=O)O